ClC1=C(OC2=C(OCC(=O)O)C=CC=C2)C=C(C(=C1)F)N1C(N(C(=CC1=O)C(F)(F)F)C)=O (2-{2-chloro-4-fluoro-5-[3-methyl-2,6-dioxo-4-(trifluoromethyl)-3,6-dihydropyrimidin-1(2H)-yl]phenoxy}Phenoxy)acetic acid